COCOC1=C(C=CC(=C1)C1=NN(C=N1)C1=CC=C(C=C1)OC(F)(F)F)NC(=O)\N=C\1/SCC(N1C1=C(C=CC(=C1)C)OCC(F)(F)F)=O (Z)-1-(2-(methoxymethyloxy)-4-(1-(4-(trifluoromethoxy)phenyl)-1H-1,2,4-triazol-3-yl)phenyl)-3-(3-(5-methyl-2-(2,2,2-trifluoroethoxy)phenyl)-4-oxothiazolidin-2-ylidene)urea